[Cu].[Au].[V] vanadium-gold-copper